1-(2-(4-butyrylpiperazin-1-yl)quinolin-6-yl)-3-(2-(diethylamino)ethyl)thiourea C(CCC)(=O)N1CCN(CC1)C1=NC2=CC=C(C=C2C=C1)NC(=S)NCCN(CC)CC